(R)-4-ethyl-9-isopentyl-2-methyl-1-oxa-4,9-diazaspiro[5.5]undecan-3-one C(C)N1C([C@H](OC2(C1)CCN(CC2)CCC(C)C)C)=O